2-(3,4-bis(benzyloxy)phenyl)-6-(4-methoxyphenyl)-4H-chromen-4-one C(C1=CC=CC=C1)OC=1C=C(C=CC1OCC1=CC=CC=C1)C=1OC2=CC=C(C=C2C(C1)=O)C1=CC=C(C=C1)OC